C(CC(=O)C)(=O)OCCCCCCCCCCCC monolauryl acetoacetate